C1(=CC=CC=C1)O.C(C)[N+](C)(C)C ethyltrimethylammonium phenol salt